4-[3-Chloro-4-(trifluoromethoxy)phenoxy]-3-(trifluoromethoxy)benzaldehyde ClC=1C=C(OC2=C(C=C(C=O)C=C2)OC(F)(F)F)C=CC1OC(F)(F)F